C(C1=CC=CC=C1)OC(=O)C1C[C@H]2CC[C@@H](C1)N2 (1R,3S,5S)-8-azabicyclo[3.2.1]octane-3-carboxylic acid benzyl ester